ClC(C1=NC(=NO1)C1=CC=C(CN(C=2C(C(C2NC2=C(C=C(C=C2)F)F)=O)=O)C)C=C1)(F)F 3-((4-(5-(chlorodifluoromethyl)-1,2,4-oxadiazol-3-yl)benzyl)(methyl)amino)-4-((2,4-difluorophenyl)amino)cyclobut-3-ene-1,2-dione